1-Spiro[3.3]hept-2-yl-3-{(S)-1-[6-(2,2,2-trifluoro-ethoxy)-pyrimidin-4-yl]-ethyl}-urea C1C(CC12CCC2)NC(=O)N[C@@H](C)C2=NC=NC(=C2)OCC(F)(F)F